ClC1=CC=C(C=C1)CCOC1=C(C=C(C=C1)[N+](=O)[O-])C(F)(F)F 1-(4-chlorophenylethoxy)-4-nitro-2-(trifluoromethyl)benzene